3-bromobenzo[b]selenophene Methyl-8-{[5-(oxan-2-yloxy)pentyl]amino}octadecanoate COC(CCCCCCC(CCCCCCCCCC)NCCCCCOC1OCCCC1)=O.BrC=1C2=C([Se]C1)C=CC=C2